C1(=CC=CC=C1)C=1C2=CC=CC=C2C(=C2C=CC=CC12)C1=CC=C(C=C1)C1=CC=C(C=C1)C1=CC=CC=2C3=CC=CC=C3C(C12)C1=CC=CC=C1 9-phenyl-10-{4-(9-phenyl-9H-fluoren-yl)-biphenyl-4'-yl}-anthracene